N-(2-(1,1-dioxidotetrahydro-2H-thiopyran-4-yl)ethyl)-N-((6-fluoro-1H-indol-7-yl)methyl)-3-(trifluoromethyl)-1H-pyrazole-5-carboxamide O=S1(CCC(CC1)CCN(C(=O)C1=CC(=NN1)C(F)(F)F)CC=1C(=CC=C2C=CNC12)F)=O